2-(3-(trifluoromethyl)styryl)oxazole FC(C=1C=C(C=CC=2OC=CN2)C=CC1)(F)F